4-[5-[3-[2-[4-[(1S)-2-[(2-aminoacetyl)amino]-1-methyl-ethoxy]-4-oxo-butanoyl]-4-fluoro-6-methoxy-benzothiophen-5-yl]oxypropoxy]-4-fluoro-6-methoxy-isoindolin-2-yl]-4-oxo-butanoic acid NCC(=O)NC[C@@H](OC(CCC(=O)C=1SC2=C(C1)C(=C(C(=C2)OC)OCCCOC=2C(=C1CN(CC1=CC2OC)C(CCC(=O)O)=O)F)F)=O)C